N-[2-(2-aminoethoxy)ethyl]-4-[[3-[1-[(3,3-difluorocyclobutyl)methyl]-3-(trifluoromethyl)pyrazol-4-yl]imidazo[1,2-a]pyrazin-8-yl]amino]-2-ethylbenzamide formate C(=O)O.NCCOCCNC(C1=C(C=C(C=C1)NC=1C=2N(C=CN1)C(=CN2)C=2C(=NN(C2)CC2CC(C2)(F)F)C(F)(F)F)CC)=O